1-(trans-5-(3-(pyridin-3-yl)phenoxy)octa-hydrocyclopenta[c]pyrrole-2-carbonyl)-1H-pyrazole-3-carboxylic acid N1=CC(=CC=C1)C=1C=C(OC2CC3C(CN(C3)C(=O)N3N=C(C=C3)C(=O)O)C2)C=CC1